2-(4-(1-(cyclopentyl(pyridin-2-yl)methyl)-5-(3,5-dimethylisoxazol-4-yl)-1H-pyrrolo[2,3-b]pyridin-3-yl)phenyl)acetic acid C1(CCCC1)C(N1C=C(C=2C1=NC=C(C2)C=2C(=NOC2C)C)C2=CC=C(C=C2)CC(=O)O)C2=NC=CC=C2